(1R,3R)-1-amino-3-methylcyclohexane-1-carboxylic acid N[C@]1(C[C@@H](CCC1)C)C(=O)O